N1=C2C(=CC=C1CC(=O)NC1=CC(=CC=C1)[C@H](C)NC=1C=NC=3C(N1)=NN(C3)CC)CCC2 (S)-2-(6,7-dihydro-5H-cyclopenta[b]pyridin-2-yl)-N-(3-(1-((2-ethyl-2H-pyrazolo[3,4-b]pyrazin-6-yl)amino)ethyl)phenyl)acetamide